ClC=1C=C(C(=O)N2CC=3C(=NN4C3C(N(C[C@H]4C(=O)O)C(C)C=4C=NC(=NC4)C(F)(F)F)=O)C[C@H]2C)C=CC1Cl (3R,7S)-2-(3,4-Dichlorobenzoyl)-3-methyl-10-oxo-9-(1-(2-(trifluoromethyl)pyrimidin-5-yl)ethyl)-1,2,3,4,7,8,9,10-octahydropyrido[4',3':3,4]pyrazolo[1,5-a]pyrazine-7-carboxylic acid